FC(SOC(C1=CC=C(C=C1)C(C)(C)C)=O)(F)F 4-tert-butylbenzoic acid trifluoromethylthioester